N1(N=CC=C1)C1=CC=C(C=C1)C1=CC=C(C=C1)CC(C(=O)NCC(F)F)C=1N=CNC(C1O)=O 3-(4'-(1H-pyrazol-1-yl)-[1,1-biphenyl]-4-yl)-N-(2,2-difluoroethyl)-2-(5-hydroxy-6-oxo-1,6-dihydropyrimidin-4-yl)propanamide